N[C@@H](C)C1=NC(=CC2=C1CN(C2=O)C2=NC(=CC=C2)C=2N1C(=NN2)CC[C@H]1CC)N1[C@@H](CCC1)C 4-[(1S)-1-aminoethyl]-2-{6-[(5R)-5-ethyl-6,7-dihydro-5H-pyrrolo[2,1-c][1,2,4]triazol-3-yl]pyridin-2-yl}-6-[(2R)-2-methylpyrrolidin-1-yl]-2,3-dihydro-1H-pyrrolo[3,4-c]pyridin-1-one